1,2-diphenyl-1,2-ethanediol C1(=CC=CC=C1)C(C(O)C1=CC=CC=C1)O